(2,4-dimethylazetidin-1-yl)methanone CC1N(C(C1)C)C=O